2-(4-(6-fluoroquinolin-4-yl)-1-hydroxycyclohexyl)-N-(4-(pentafluoro-λ6-sulfanyl)phenyl)acetamide FC=1C=C2C(=CC=NC2=CC1)C1CCC(CC1)(O)CC(=O)NC1=CC=C(C=C1)S(F)(F)(F)(F)F